C(CCCCCCCCCCCCCCCCC)C(=O)CCCCCCCCCCCCCCCCCCCCCC stearylbehenylketone